1-(1,3-benzodioxol-5-ylmethyl)-2-methyl-5-(p-tolyl)pyrrole-3-carboxamide O1COC2=C1C=CC(=C2)CN2C(=C(C=C2C2=CC=C(C=C2)C)C(=O)N)C